(E)-N-(3,4-dimethylphenyl)-2-(4-fluoro-3-(trifluoromethyl)phenyl)-5-methyl-N'-(5-methyl-1,3,4-thiadiazol-2-yl)-1,3,4-thiadiazole-3(2H)-carboximidamide CC=1C=C(C=CC1C)N\C(=N/C=1SC(=NN1)C)\N1C(SC(=N1)C)C1=CC(=C(C=C1)F)C(F)(F)F